FC=1C=CC(=C(C1)C#C[C@H](C)O)C1=NC(=NO1)C1=C(C=C(C=C1)C=1N(C=C(N1)C(F)(F)F)C)C (S)-4-(5-fluoro-2-(3-(2-methyl-4-(1-methyl-4-(trifluoromethyl)-1H-imidazol-2-yl)phenyl)-1,2,4-oxadiazol-5-yl)phenyl)but-3-yn-2-ol